tin octane CCCCCCCC.[Sn]